6-ethoxy-4-(6-(piperazin-1-yl)pyridin-3-yl)pyrazolo[1,5-a]pyridine-3-carbonitrile C(C)OC=1C=C(C=2N(C1)N=CC2C#N)C=2C=NC(=CC2)N2CCNCC2